(R)-benzyl 4-((4-(3-(2-hydroxyphenyl)-5-methyl-7,8-dihydro-5H-pyrido[3',4':4,5]pyrrolo[2,3-c]pyridazin-6(9H)-yl)-[1,4'-bipiperidin]-1'-yl)methyl)piperidine-1-carboxylate OC1=C(C=CC=C1)C1=CC2=C(N=N1)NC1=C2[C@H](N(CC1)C1CCN(CC1)C1CCN(CC1)CC1CCN(CC1)C(=O)OCC1=CC=CC=C1)C